CN1C2(CCNCC2)COC(C(C(C(CC(CC(C1)C)C)C)=O)C)=O 7,9,11,13,15-pentamethyl-17-oxa-3,7-diazaspiro[5.12]octadecane-14,16-dione